(1S)-6-chloro-2-[4-methoxy-6-(trifluoromethyl)pyrimidin-2-yl]-1-{[(3S)-oxan-3-yl]methyl}-2,3,4,9-tetrahydro-1H-pyrido[3,4-b]indole ClC=1C=C2C3=C(NC2=CC1)[C@@H](N(CC3)C3=NC(=CC(=N3)OC)C(F)(F)F)C[C@H]3COCCC3